C(C)(C)(C)OC(=O)N1CCC(=CC1)C1=CC2=C(NC(N2C)=O)C=C1.ClC=1C=C(OC2=C(C=C(C=C2)NC(CC=2C=C(C(=O)NCCOC)C=CC2)=O)S(N)(=O)=O)C=CC1 3-(2-[4-(3-chlorophenoxy)-3-sulfamoylphenyl]amino-2-oxoethyl)-N-(2-methoxyethyl)benzamide tert-butyl-4-(3-methyl-2-oxo-1H-benzimidazol-5-yl)-3,6-dihydro-2H-pyridine-1-carboxylate